1,2-di-O-cetyl-rac-glycerol C(CCCCCCCCCCCCCCC)OC[C@H](OCCCCCCCCCCCCCCCC)CO |r|